N-3-pyridyl[(R)-4,4-dimethyl-1-(2H-tetraazol-5-yl)pentyl]amine N1=CC(=CC=C1)N[C@H](CCC(C)(C)C)C=1N=NNN1